FC(C=1C(=C(C=CC1)[C@@H](C)N)F)F (R)-1-(3-(difluoromethyl)-2-fluorophenyl)Ethanamine